((S)-1-((naphthalen-1-ylmethyl)amino)-1-oxopropan-2-yl)glutaramide C1(=CC=CC2=CC=CC=C12)CNC([C@@H](C)C(C(=O)N)CCC(=O)N)=O